(Z)-hexadecenal CCCCCCCCCCCCC/C=C\C=O